C1CC12CN(CC2)CC(=O)NC=2C=C(C(=NC2)C)NC(=O)C=2C=C1C(=NC2)NC(=C1)C=1CCOCC1 N-(5-(2-(5-azaspiro[2.4]heptan-5-yl)acetamido)-2-methylpyridin-3-yl)-2-(3,6-dihydro-2H-pyran-4-yl)-1H-pyrrolo[2,3-b]pyridine-5-carboxamide